C(N)(OCN1C(C(C(C1=O)=O)=O)=O)=O 2,5-dioxo-dioxopyrrolidin-1-ylmethyl carbamate